C(=C)C1=CC(=CC=C1)C=C 1,3-Divinylbenzol